ClC1=CC(=C(OC2=CC=C(\C=C\3/C(=C(C4=CC(=CC=C34)F)CC(=O)O)C)C=C2)C=C1)F (E)-2-(1-(4-(4-chloro-2-Fluorophenoxy)benzylidene)-5-fluoro-2-methyl-1H-inden-3-yl)acetic acid